tert-Butyl 3-benzyl-1-fluoro-3,8-diazabicyclo[3.2.1]octane-8-carboxylate C(C1=CC=CC=C1)N1CC2(CCC(C1)N2C(=O)OC(C)(C)C)F